N-(2-(7-methoxynaphthalen-1-yl)ethyl)acetamide COC1=CC=C2C=CC=C(C2=C1)CCNC(C)=O